(3S)-1-[6-[[4-(trifluoromethyl)phenyl]sulfonylamino]-2-azaspiro[3.3]heptane-2-carbonyl]pyrrolidine-3-carboxamide FC(C1=CC=C(C=C1)S(=O)(=O)NC1CC2(CN(C2)C(=O)N2C[C@H](CC2)C(=O)N)C1)(F)F